C(C)N([C@@H]1CC=2C=CC=C(C2CC1)O)CCC=1SC=CC1 (6S)-6-[ethyl-[2-(2-thienyl)ethyl]amino]-5,6,7,8-tetrahydro-1-naphthol